ClC=1C=C(C=CC1F)NC(=O)C1N(S(NC(C1)C=1SC(=CC1)C1=NNC(N1C)=S)(=O)=O)C N-(3-chloro-4-fluorophenyl)-2-methyl-5-(5-(4-methyl-5-thioxo-4,5-dihydro-1H-1,2,4-triazol-3-yl)thiophen-2-yl)-1,2,6-thiadiazinane-3-carboxamide 1,1-dioxide